pyrimido(5,4)(1,4)benzoxazin-2(3H)-one N1C(NC=C2C1=C1C(=NC=CO1)C=C2)=O